phenyl-pyridin-2-amine C1(=CC=CC=C1)C=1C(=NC=CC1)N